COC1=CC=C(CCN2[C@@H]3CCC[C@H]2CC3)C=C1 (1R,5S)-8-(4-methoxyphenethyl)-8-azabicyclo[3.2.1]octane